tert-Butyl 5-((3-chlorophenyl)carbamothioyl)-4-hydroxy-6-oxo-3,6-dihydropyridine-1(2H)-carboxylate ClC=1C=C(C=CC1)NC(=S)C1=C(CCN(C1=O)C(=O)OC(C)(C)C)O